FC=1C=C2C(=C(C=NC2=C(C1)[N+](=O)[O-])C(=O)N1CCN(CC1)S(=O)(=O)C)C1=CC=C(C=C1)C1(CC1)C#N 1-(4-(6-Fluoro-3-(4-(methylsulfonyl)piperazine-1-carbonyl)-8-nitroquinolin-4-yl)phenyl)cyclopropane-1-carbonitrile